5-methyl-Indane tert-Butyl-2-(4-((3-chloro-2-fluorophenyl)amino)pyrido[3,2-d]pyrimidin-6-yl)-2,6-diazaspiro[3.5]nonane-6-carboxylate C(C)(C)(C)OC(=O)N1CC2(CN(C2)C=2C=CC=3N=CN=C(C3N2)NC2=C(C(=CC=C2)Cl)F)CCC1.CC=1C=C2CCCC2=CC1